[Nb].[Co].[Mo].[Cr].[Ni] nickel-chromium-molybdenum-cobalt-niobium